O=C(C=C)N1CCCC1 1-(1-oxo-2-propenyl)pyrrolidine